5-amino-2-azaadamantaneN NC12CC3N=C(CC(C1)C3)C2